p-iodophenyl-diazonium tetrafluoroborate F[B-](F)(F)F.IC1=CC=C(C=C1)[N+]#N